F\C(\C(=O)O)=C\C(C)(C)C (E)-2-fluoro-4,4-dimethylpent-2-enoic acid